ClC1=C(C=C(C=C1)B(O)O)C(=O)N1CCCC1 4-CHLORO-3-(PYRROLIDINE-1-CARBONYL)PHENYLBORONIC ACID